N[C@@H](CC(C)C)CC(=O)O |r| DL-β-Homoleucine